O=COCCOCCOCCOCCC(=O)O 1-oxo-2,5,8,11-tetraoxatetradecane-14-oic acid